3,3'-(1,4-Phenylene)bis(5-hydroxy-1,2,4-triazole) C1(=CC=C(C=C1)C1=NNC(=N1)O)C1=NNC(=N1)O